dicyclopentanyloxypropyloxyethyl acrylate C(C=C)(=O)OCCOCCC(OC1CCCC1)OC1CCCC1